[1,4]Dioxan-5-ol O1CCOC(C1)O